C(C)OC(=O)[C@@H]1[C@H](C1)C1=NC=C(C=C1)Br (1S,2S)-2-(5-bromo-pyridin-2-yl)-cyclopropanecarboxylic acid ethyl ester